Methyl 5-amino-2-(1-(hydroxymethyl)-1H-pyrrolo[2,3-b]pyridine-3-carbonyl)thiazole-4-carboxylate NC1=C(N=C(S1)C(=O)C1=CN(C2=NC=CC=C21)CO)C(=O)OC